[Na].C1(C(CC2=CC=CC=C12)(C(=O)O)C(=O)O)(C(=O)O)C(=O)O.C1(C(CC2=CC=CC=C12)(C(=O)O)C(=O)O)(C(=O)O)C(=O)O diindanetetracarboxylic acid sodium